2-bromo-3-(3-fluorophenyl)thiophene BrC=1SC=CC1C1=CC(=CC=C1)F